(2R,3S)-N-((3S)-5-(3-methylphenyl)-2-oxo-2,3-dihydro-1H-1,4-benzodiazepin-3-yl)-2,3-bis(3,3,3-trifluoropropyl)succinamide CC=1C=C(C=CC1)C1=N[C@@H](C(NC2=C1C=CC=C2)=O)NC([C@@H]([C@@H](C(=O)N)CCC(F)(F)F)CCC(F)(F)F)=O